3,4-Dichloroisothiazol-5-carbonylchlorid ClC1=NSC(=C1Cl)C(=O)Cl